NC=1N(C(NC1C#N)=O)CC1=CC=C(C=C1)F 4-amino-3-[(4-fluorophenyl)methyl]-2-oxo-1H-imidazole-5-carbonitrile